5-[3-(6-methylpyridin-3-yl)-1,2,4-oxadiazol-5-yl]-1-(propan-2-yl)-1H-1,2,3-benzotriazole CC1=CC=C(C=N1)C1=NOC(=N1)C1=CC2=C(N(N=N2)C(C)C)C=C1